tert-butyl N-[2-[5-[1-benzyloxy-2-tert-butoxy-1-(trifluoromethyl)but-3-enyl]-1,3,4-oxadiazol-2-yl]-6-bromo-5-(trifluoromethyl)-3-pyridyl]carbamate C(C1=CC=CC=C1)OC(C(C=C)OC(C)(C)C)(C(F)(F)F)C1=NN=C(O1)C1=NC(=C(C=C1NC(OC(C)(C)C)=O)C(F)(F)F)Br